C[C@@H]1CN(C[C@@H](O1)CN1CCN(CC1)C1=CC=C2CCNCC2=C1)C1=C2C=CC=NC2=C(C=C1)C#N 5-[(2R,6S)-2-Methyl-6-[[4-(1,2,3,4-tetrahydroisochinolin-7-yl)piperazin-1-yl]methyl]morpholin-4-yl]chinolin-8-carbonitril